C(C)(C)(C)C1N(C(N(C2=NC(=NC=C21)NC)C2CNC2)=O)C2=C(C(=CC(=C2Cl)OC)OC)Cl Tert-butyl-1-(azetidin-3-yl)-3-(2,6-dichloro-3,5-dimethoxyphenyl)-7-(methylamino)-3,4-dihydropyrimido[4,5-d]pyrimidin-2(1H)-one